FC(C(=O)O)(F)F.FC(C(=O)O)(F)F.N[C@H](C(=O)N1CC2=CC=CC=C2C1)CC(=O)N1C[C@@H](N(CC1)C(C1=CC=C(C=C1)F)C1=CC=C(C=C1)F)C (S)-2-Amino-4-((S)-4-(bis(4-fluorophenyl)methyl)-3-methyl-piperazin-1-yl)-1-(isoindolin-2-yl)butane-1,4-dione Bis(2,2,2-tri-fluoroacetate)